3-({4-[5-(2,3-dihydro-benzo[1,4]dioxin-5-yl)-pyrazin-2-ylamino]-benzylamino}-methyl)-morpholine-4-carboxylic acid tert-butyl ester C(C)(C)(C)OC(=O)N1C(COCC1)CNCC1=CC=C(C=C1)NC1=NC=C(N=C1)C1=CC=CC=2OCCOC21